7-cyclopentyl-N,N-dimethyl-2-(4-piperazin-1-ylanilino)pyrrolo-[2,3-d]pyrimidine-6-carboxamide C1(CCCC1)N1C(=CC2=C1N=C(N=C2)NC2=CC=C(C=C2)N2CCNCC2)C(=O)N(C)C